CN(CCC)C 3-(DIMETHYLAMINO)PROPAN